O1CCOC2=NC(=CC=C21)C(C)=O 1-(2,3-dihydro-[1,4]dioxino[2,3-b]pyridin-6-yl)ethan-1-one